2,2-diethyl-6-[3-(pyridin-4-yl)-1,2,4-oxadiazol-5-yl]-3,4-dihydro-2H-1-benzopyran-4-one C(C)C1(OC2=C(C(C1)=O)C=C(C=C2)C2=NC(=NO2)C2=CC=NC=C2)CC